Vanadium glycolate C(CO)(=O)[O-].[V+5].C(CO)(=O)[O-].C(CO)(=O)[O-].C(CO)(=O)[O-].C(CO)(=O)[O-]